ethylimidazole bis(trifluoromethanesulfonimide) salt [N-](S(=O)(=O)C(F)(F)F)S(=O)(=O)C(F)(F)F.[N-](S(=O)(=O)C(F)(F)F)S(=O)(=O)C(F)(F)F.C(C)C=1NC=CN1